6-chloro-4-(2,7-dimethyl-9-anthryl)-5-methoxy-2-methyl-3(2H)-pyridazinone ClC=1C(=C(C(N(N1)C)=O)C=1C2=CC(=CC=C2C=C2C=CC(=CC12)C)C)OC